1-(4-(1H-imidazole-1-yl)phenyl)-3-(6-(4-isopropyl-4H-1,2,4-triazole-3-yl)pyridine-2-yl)urea N1(C=NC=C1)C1=CC=C(C=C1)NC(=O)NC1=NC(=CC=C1)C1=NN=CN1C(C)C